(1R,2S,3R,4R)-3-(5'-aminocarbonyl-2',4',6-trifluoro-4-methoxy-[1,1'-biphenyl]-3-carboxamido)-6-(difluoromethylene)bicyclo[2.2.1]heptane-2-carboxylic acid methyl ester COC(=O)[C@H]1[C@@H]2C(C[C@H]([C@H]1NC(=O)C=1C=C(C(=CC1OC)F)C1=C(C=C(C(=C1)C(=O)N)F)F)C2)=C(F)F